3-(9-(4-(chloromethyl)phenyl)-9H-purin-8-yl)pyridin-2-amine ClCC1=CC=C(C=C1)N1C2=NC=NC=C2N=C1C=1C(=NC=CC1)N